Cl.Cl.FC1=CC=CC2=C1N(C=N2)CCC[C@H]2NCCC[C@@H]2O (2R,3S)-2-(3-(7-fluoro-1H-benzo[d]imidazol-1-yl)propyl)piperidin-3-ol dihydrochloride